C(C=C)(=O)OCCOC(CC(=O)C)=O.CS(=O)(=O)NC(=O)N1OC=2C(CCC1)C(C=CC2)C2=CN=C(S2)C=2C=NC=CC2 N-methylsulfonyl-6-[2-(3-pyridinyl)thiazol-5-yl]tetrahydrobenzoxazepine-2-Carboxamide acryloyloxyethyl-acetoacetate